(1R,4R)-1-(hydroxymethyl)-2-oxa-5-azabicyclo[2.2.1]heptane-5-carboxylate OC[C@]12OC[C@H](N(C1)C(=O)[O-])C2